ClC1=CC=C(COC2=NN=C(S2)C=2N=NC=C(C2C(=O)N)C2=C(C=CC=C2)OC(F)F)C=C1 (5-((4-chlorobenzyl)oxy)-1,3,4-thiadiazol-2-yl)-5-(2-(difluoromethoxy)phenyl)pyridazine-4-carboxamide